O=CCS\C(\NC=1C=NC=CC1)=N/C(OCC)=O (Z)-ethyl (((2-oxoethyl)thio)(pyridin-3-ylamino)methylene)carbamate